C(C1=CC=CC=C1)OC1=CC(=C(C=C1F)B1OC(C(O1)(C)C)(C)C)CC 2-(4-benzyloxy-2-ethyl-5-fluoro-phenyl)-4,4,5,5-tetramethyl-1,3,2-dioxaborolane